O1C(CCC1)OCOC(=O)C1C2C=CC(C1)C2=O 5-tetrahydrofuran-2-yloxymethyloxycarbonyl-7-oxo-bicyclo[2.2.1]Hept-2-ene